1,5-diaza-bicyclo(4.3.0)non-5-ene N12CCCN=C2CCC1